6-(4-(tert-butyl)naphthalen-2-yl)-4-(4-(tert-butyl)phenyl)nicotinonitrile C(C)(C)(C)C1=CC(=CC2=CC=CC=C12)C1=NC=C(C#N)C(=C1)C1=CC=C(C=C1)C(C)(C)C